CC=1C=CC(=C(C(=O)Cl)C1)[N+](=O)[O-] 5-methyl-2-nitrobenzoyl chloride